(E)-7-trifluoromethylbenzothiazol-2-ylpyrrolidine-1,2-dicarboxamide FC(C1=CC=CC=2N=C(SC21)C2(N(CCC2)C(=O)N)C(=O)N)(F)F